N-(2-chloro-4-fluoro-3-iodophenyl)propane-1-sulfonamide ClC1=C(C=CC(=C1I)F)NS(=O)(=O)CCC